methyl 3-oxo-4-(2,4,5-trifluorophenyl)-butanoate O=C(CC(=O)OC)CC1=C(C=C(C(=C1)F)F)F